COC(=O)C1=CC(=C2N1N=C(C=C2)C2=C(C(=C(C=C2)F)N2CCNCC2)C=O)Cl 2-[3-(piperazin-1-yl)-formyl-4-fluoro-phenyl]-5-chloro-pyrrolo[1,2-b]pyridazine-7-carboxylic acid methyl ester